C(CCCCCCC)OCCCN1C=[N+](C=C1)CCCOCCCCCCCC 1,3-bis(3-octyloxypropyl)imidazolium